C(#N)C=1C=NN2C1C(=CC(=C2)C=2C=NN(C2C)C2CCC(CC2)NS(=O)(=O)C)SC2=C(C=CC=C2)C#N N-((1s,4s)-4-(4-(3-cyano-4-((2-cyanophenyl)thio)pyrazolo[1,5-a]pyridin-6-yl)-5-methyl-1H-pyrazol-1-yl)cyclohexyl)methane-sulfonamide